C1=CC=CC=2SC3=CC=CC=C3SC12.C1=CC=CC=2OC3=C(C21)C=CC=C3 dibenzo[b,d]furan thianthrene salt